butylcyclopenta-2,4-dien C(CCC)C1C=CC=C1